OC1=CC(=C(C=C1)C1=CC=C2C=NN(C2=C1)C1OCCCC1)C 6-(4-hydroxy-2-methylphenyl)-1-(tetrahydro-2H-pyran-2-yl)-1H-indazole